6,7,8-trimethoxy-4,5-dihydro-2H-benzo[e]indazol COC1=C(C(=CC=2C3=CNN=C3CCC21)OC)OC